[C@H]12CCC[C@@H]2C1CN1N=CC(=C1C)C=1C=C(C=2N(C1)N=CC2C#N)SC2=NC=CC=C2F 6-(1-(((1R,5S,6r)-bicyclo[3.1.0]hexan-6-yl)methyl)-5-methyl-1H-pyrazol-4-yl)-4-((3-fluoropyridin-2-yl)thio)pyrazolo[1,5-a]pyridine-3-carbonitrile